FC1CC2[C@H]3CCON3C3CCC4NCCC(N[C@@H](CCCC2CC1)C)C4N3 (6R,16R)-9-fluoro-16-methyl-3-oxa-2,17,21,25-tetraazapentacyclo[16.6.2.02,6.07,12.022,26]hexacosane